N-(2-(2-((3r,5r,7r)-adamantan-1-yl)-N-benzyl-2-hydroxyacetamido)phenyl)-2,3,4,5,6-pentafluorobenzamide C12(CC3CC(CC(C1)C3)C2)C(C(=O)N(CC2=CC=CC=C2)C2=C(C=CC=C2)NC(C2=C(C(=C(C(=C2F)F)F)F)F)=O)O